6-chloro-4-(1-(methylsulfonyl)hexahydro-1H-pyrrolo[3,4-b]pyridin-6(2H)-yl)-1H-indazole ClC1=CC(=C2C=NNC2=C1)N1CC2N(CCCC2C1)S(=O)(=O)C